FC1=C(C=C(C=C1)CN1C[C@H](N(CC1)C(=O)OCC)COC)NC(=O)NC=1C=NC(=CC1)C ethyl (2S)-4-[(4-fluoro-3-{[(6-methyl(3-pyridyl))amino]carbonylamino}phenyl)methyl]-2-(methoxymethyl)piperazinecarboxylate